1-ethynyl-4-(hexyloxy)benzene C(#C)C1=CC=C(C=C1)OCCCCCC